4-(3-(5-bromo-3-(2,5-dimethyl-1H-pyrrol-1-yl)-1H-pyrazol-1-yl)phenyl)-thiomorpholine 1,1-dioxide BrC1=CC(=NN1C=1C=C(C=CC1)N1CCS(CC1)(=O)=O)N1C(=CC=C1C)C